N-Methyl-2-[(2RS)-6-fluoro-2-[(2-oxo-2-pyrrolidin-1-yl-ethyl)-[(2R)-2-cyclobutyl-2-phenyl-ethyl]carbamoyl]chroman-7-yl]oxy-imidazo[1,5-a]pyrimidine-6-carboxamide CNC(=O)C1=NC=C2N1C=CC(=N2)OC2=C(C=C1CC[C@@H](OC1=C2)C(N(C[C@@H](C2=CC=CC=C2)C2CCC2)CC(N2CCCC2)=O)=O)F |&1:20|